N[C@@H]1CN(CC1)C(=O)C=1SC(=CC1C)C1=CC=C(C=C1)C1CCN(CC1)C1CCCCC1 (S)-(3-aminopyrrolidin-1-yl)(5-(4-(1-cyclohexylpiperidin-4-yl)phenyl)-3-methylthiophen-2-yl)methanone